O1C(=NC2=C1C=CC=C2)C=2N=C(N(C(C2O)=O)C)N(C)C(C2=CC=C(C(=O)NC)C=C2)C2=CC=CC=C2 4-({[4-(1,3-benzoxazol-2-yl)-5-hydroxy-1-methyl-6-oxopyrimidin-2-yl](methyl)amino}(phenyl)methyl)-N-methylbenzamide